C(C)C1=CC(=NN1C)C(=O)OC1CN(C1)C=1N=C(C2=C(N1)CC[S+]2[O-])N(C2CCOCC2)C [1-[4-[methyl(tetrahydropyran-4-yl)amino]-5-oxido-6,7-dihydro-thieno[3,2-d]pyrimidin-5-ium-2-yl]azetidin-3-yl] 5-ethyl-1-methylpyrazole-3-carboxylate